methyl 3-(((tert-butoxycarbonyl)amino)methyl)oxirane-2-carboxylate C(C)(C)(C)OC(=O)NCC1C(O1)C(=O)OC